FC(C=1N=C(SC1)C1=CC(CC1)=O)(F)F 3-[4-(trifluoromethyl)thiazol-2-yl]cyclopent-2-en-1-one